BrC=1C(=C(OCCCC2(CCN(CC2)C(=O)OC(C)(C)C)C)C=CC1)C tert-butyl 4-[3-(3-bromo-2-methyl-phenoxy)propyl]-4-methyl-piperidine-1-carboxylate